5-(1-benzyl-1H-pyrazol-4-yl)-1,3-dimethyl-pyridin-2(1H)-one C(C1=CC=CC=C1)N1N=CC(=C1)C=1C=C(C(N(C1)C)=O)C